BrC#CCCCCCCCCC 1-bromo-1-undecyne